BrC1=C(C=CC2=C1C=C(O2)C(=O)O)N2CCN(CC2)S(=O)(=O)C2=CC(=CC=C2)F 4-bromo-5-[4-(3-fluoro-benzenesulfonyl)-piperazin-1-yl]-benzofuran-2-carboxylic acid